CSC1=NN=C(S1)NC(=O)C1=NOC(=N1)C1=NC=CC=C1 N-[5-(Methylsulfanyl)-1,3,4-thiadiazol-2-yl]-5-(pyridin-2-yl)-1,2,4-oxadiazole-3-carboxamide